NC1=C(C(=O)NC(C)C)C=C(C=N1)C1=C(C=C(C=C1)NC(CC1=CC=C(C=C1)F)=O)C 2-amino-5-(4-(2-(4-fluorophenyl)acetamido)-2-methylphenyl)-N-isopropylnicotinamide